N-{2-[3-chloro-5-(trifluoromethoxy)phenyl]-5-(2,6-difluoro-4-methoxyphenyl)-1-methyl-3-oxo-2,3-dihydro-1H-pyrazol-4-yl}-4-(difluoromethoxy)benzamide ClC=1C=C(C=C(C1)OC(F)(F)F)N1N(C(=C(C1=O)NC(C1=CC=C(C=C1)OC(F)F)=O)C1=C(C=C(C=C1F)OC)F)C